OC1=CC=C(C=C1)C=CC(=O)O p-hydroxybenzeneacrylic acid